FC(CN1N=CC(=C1)C#C)F 1-(2,2-difluoroethyl)-4-ethynyl-pyrazole